ClC1=CC=C(S1)CN1C(=NC=C1)C(=O)O 1-((5-chlorothien-2-yl)methyl)-1H-imidazole-2-carboxylic acid